CC=1C=CC(=C(C1)SSSC1=C(C=CC(=C1)C)C)C bis(5-methyl-2-methyl-phenyl) trisulfide